N-vinylcarboxamide C(=C)NC=O